bis(4-(t-butyl)phenyl)phosphine oxide C(C)(C)(C)C1=CC=C(C=C1)P(C1=CC=C(C=C1)C(C)(C)C)=O